Decaglycerol C(C(COCC(COCC(COCC(COCC(COCC(COCC(COCC(COCC(COCC(CO)O)O)O)O)O)O)O)O)O)O)O